6-methoxy-N-(pyridin-4-ylmethyl)-2-(pyrrolidin-1-yl)-7-(3-(pyrrolidin-1-yl)prop-1-yn-1-yl)quinazolin-4-amine COC=1C=C2C(=NC(=NC2=CC1C#CCN1CCCC1)N1CCCC1)NCC1=CC=NC=C1